4-aminomethyl-1-piperidinesulfonamide hydrochloride Cl.NCC1CCN(CC1)S(=O)(=O)N